N-(5-bromo-6-(2-chloro-5-fluorobenzoyl)-3-oxo-4-((2-(trimethylsilyl)ethoxy)methyl)-3,4-dihydrospiro[benzo[1,4]oxazin-2,1'-cyclopropan]-7-yl)-3-fluoro-5-(trifluoromethyl)benzamide BrC1=C(C(=CC2=C1N(C(C1(CC1)O2)=O)COCC[Si](C)(C)C)NC(C2=CC(=CC(=C2)C(F)(F)F)F)=O)C(C2=C(C=CC(=C2)F)Cl)=O